Tert-Butyl 4-[3-(3,3-dimethyl-2-oxo-1H-pyrrolo[2,3-b]pyridin-4-yl)pyrazol-1-yl]piperidine-1-carboxylate CC1(C(NC2=NC=CC(=C21)C2=NN(C=C2)C2CCN(CC2)C(=O)OC(C)(C)C)=O)C